C1(CCC(N1OC(=O)C1=CC=C(C(SSC2=NC=CC=C2)C)C=C1)=O)=O 4-Succinimidyloxycarbonyl-Methyl-(2-Pyridyldithio)-Toluene